3,4,4-trifluorobut-3-en-1-yl 2-(3,5-bis(trifluoromethyl)-1H-pyrazol-1-yl)butanoate FC(C1=NN(C(=C1)C(F)(F)F)C(C(=O)OCCC(=C(F)F)F)CC)(F)F